6'-fluoro-N-(4-fluoro-3-sulfamoylbenzyl)-4'-oxo-3',4'-dihydro-1'H-spiro[piperidine-4,2'-quinoline]-1-carboxamide FC=1C=C2C(CC3(NC2=CC1)CCN(CC3)C(=O)NCC3=CC(=C(C=C3)F)S(N)(=O)=O)=O